4-chloro-2-(3,3-difluoroazetidin-1-yl)pyridine ClC1=CC(=NC=C1)N1CC(C1)(F)F